(1S,2R,3S)-N-[8-amino-6-(4-methylpyridin-3-yl)-2,7-naphthyridin-3-yl]-2-methyl-3-(1-methyl-1H-pyrazol-4-yl)cyclopropane-1-carboxamide NC=1N=C(C=C2C=C(N=CC12)NC(=O)[C@H]1[C@@H]([C@@H]1C=1C=NN(C1)C)C)C=1C=NC=CC1C